C(C)(C)(C)OC(=O)N[C@H](C(=O)O)CC(C)C (S)-2-((tert-Butoxycarbonyl)amino)-4-methylpentanoic acid